C(C)(C)(C)S(=O)(=O)C=1C(=CC=2N(C1)C(=CN2)C2=CC=C(C(=N2)N)CC)OC 6-(6-(Tert-Butylsulfonyl)-7-methoxyimidazo[1,2-a]pyridin-3-yl)-3-ethylpyridin-2-amine